N1CCC(CC1)N(C(=O)C=1N=C(OC1)C=1C=NN(C1)C1=NC=CC=C1)C(C)C N-(piperidin-4-yl)-N-(propan-2-yl)-2-[1-(pyridin-2-yl)-1H-pyrazol-4-yl]-1,3-oxazole-4-carboxamide